2-{2-[2-(2-aminoethoxy)ethoxy]ethoxy}acetic acid NCCOCCOCCOCC(=O)O